7-Amino-2,3-dihydrobenzofuran NC1=CC=CC=2CCOC21